2-((3R,4R)-3-Amino-4-fluoropiperidin-1-yl)-1-((6-(trifluoromethyl)pyridin-3-yl)methyl)-1H-benzo[d]imidazol-6-carbonitril-hydrochlorid Cl.N[C@@H]1CN(CC[C@H]1F)C1=NC2=C(N1CC=1C=NC(=CC1)C(F)(F)F)C=C(C=C2)C#N